2-(5-((4-(4-methoxybenzyl)piperidin-1-yl)methyl)-4H-1,2,4-triazol-3-yl)-1H-indole COC1=CC=C(CC2CCN(CC2)CC=2NC(=NN2)C=2NC3=CC=CC=C3C2)C=C1